ClC1=CC=C(C(=O)OC[C@@H]2[C@H]([C@@H](C=CO2)O)O)C=C1 6-O-(4-chlorobenzoyl)-D-glucal